C1=CC=CC=2C3=CC=CC=C3C(C12)COC(=O)N[C@H](C(=O)O)CC1=CNC2=C(C=CC=C12)C#N (S)-2-((((9H-Fluoren-9-yl)methoxy)carbonyl)amino)-3-(7-cyano-1H-indol-3-yl)propanoic acid